(3-chloro-6,7-dihydro-5H-cyclopenta[c]pyridazin-4-yl)carbamic acid tert-butyl ester C(C)(C)(C)OC(NC=1C2=C(N=NC1Cl)CCC2)=O